benzyl ((2R,3S)-4-(4-(benzyloxy)phenyl)-3-((tert-butoxycarbonyl)amino)-2-hydroxybutyl)(isobutyl)carbamate C(C1=CC=CC=C1)OC1=CC=C(C=C1)C[C@@H]([C@@H](CN(C(OCC1=CC=CC=C1)=O)CC(C)C)O)NC(=O)OC(C)(C)C